O=C1NC(CCC1N1C(C2=CC=C(C=C2C1=O)N1CCC(CC1)CN1CCN(CC1)C[C@@H]1CN(CC1)C1=NC=NC(=C1)C1=NNC2=CC=C(C=C12)OC1(CC1)C)=O)=O 2-(2,6-dioxo-3-piperidyl)-5-[4-[[4-[[(3R)-1-[6-[5-(1-methylcyclopropoxy)-1H-indazol-3-yl]pyrimidin-4-yl]pyrrolidin-3-yl]methyl]piperazin-1-yl]methyl]-1-piperidyl]isoindoline-1,3-dione